1-[6-(cyanomethyl)-3-pyridyl]cyclopropanecarbonitrile C(#N)CC1=CC=C(C=N1)C1(CC1)C#N